C[C@@H]1CNCCC1 (3S,4S)-3-methylpiperidin